FC[C@@H]1CN(C[C@H]1CO)C(=O)OCC1=CC=CC=C1 Trans-benzyl 3-(fluoromethyl)-4-(hydroxymethyl)pyrrolidine-1-carboxylate